4-((2r,4r)-5-(4-chlorobenzyl)-2-(4-hydroxypiperidine-1-carbonyl)-6,9-dioxo-5,8-diazaspiro[3.5]nonan-8-yl)-3-fluorobenzonitrile ClC1=CC=C(CN2C3(CC(C3)C(=O)N3CCC(CC3)O)C(N(CC2=O)C2=C(C=C(C#N)C=C2)F)=O)C=C1